isopropyl (S)-6-diazo-2-((S)-2-hydroxy-3-(6-methyl-1H-indol-3-yl)propanamido)-5-oxohexanoate [N+](=[N-])=CC(CC[C@@H](C(=O)OC(C)C)NC([C@H](CC1=CNC2=CC(=CC=C12)C)O)=O)=O